silver(III) fluoride [Ag](F)(F)F